(Z)-methyl 1-(4-((tert-butoxycarbonyl) amino)-2-fluorobut-2-en-1-yl)-3-(4-(N,N-dimethylsulfamoyl) benzyl)-2-methyl-1H-indole-5-carboxylate C(C)(C)(C)OC(=O)NC\C=C(\CN1C(=C(C2=CC(=CC=C12)C(=O)OC)CC1=CC=C(C=C1)S(N(C)C)(=O)=O)C)/F